2-iodo-1,3-benzothiazole IC=1SC2=C(N1)C=CC=C2